COC1=CC=C(C=N1)C=1N=C(C2=C(N1)C=C(S2)/C=C/C(=O)N2CCOCC2)N2CCOCC2 (E)-3-(2-(6-methoxy-3-pyridinyl)-4-morpholino-6-thieno[3,2-d]pyrimidinyl)-1-morpholino-2-propen-1-one